ClC1=NC=C(C(=N1)C1=CC=2C(N(CC3(C2N1C)CCCC3)C)=O)F (2-chloro-5-fluoropyrimidin-4-yl)-1',5'-dimethyl-5',6'-dihydrospiro[cyclopentane-1,7'-pyrrolo[3,2-c]pyridin]-4'(1'H)-one